1-heneicosanoyl-2-undecanoyl-sn-glycero-3-phosphocholine C(CCCCCCCCCCCCCCCCCCCC)(=O)OC[C@@H](OC(CCCCCCCCCC)=O)COP(=O)([O-])OCC[N+](C)(C)C